BrCCCCCCCCCCCCCCCCCCC=C 20-bromo-1-icosene